O=C1N(CCC(N1)=O)N1C(C2=CC=C(C=C2C1=O)CN1CCC(=CC1)C=1C2=C(N=CN1)SC(=C2)C2=CC=CC=C2)=O 2-(2,4-dioxotetrahydropyrimidin-1(2H)-yl)-5-((4-(6-phenylthieno[2,3-d]pyrimidin-4-yl)-3,6-dihydropyridine-1(2H)-yl)methyl)isoindoline-1,3-dione